C(C#C)OC1=CC=CC=C1 (prop-2-ynyloxy)benzene